CC1=C(C2=C(N=CN=C2NC2(CC2)C)O1)C(=O)N1CCC(CC1)C=1N=NN(C1)C 6-methyl-5-[4-(1-methyl-1H-1,2,3-triazol-4-yl)piperidine-1-carbonyl]-N-(1-methylcyclopropyl)furo[2,3-d]pyrimidin-4-amine